4-(tert-butoxycarbonylamino)-2-hydroxybutyric acid C(C)(C)(C)OC(=O)NCCC(C(=O)O)O